ClC1=CC=C(C=C1)C#CCOC1=C(C=C(C=C1)CCC(C(=O)N)(C(C)C)NS(=O)(=O)C)OC 2-[4-[[3-(4-chlorophenyl)-2-propyn-1-yl]oxy]-3-methoxyphenyl]-ethyl-3-methyl-2-[(methylsulfonyl)amino]butanamide